3-((2-(1-(4-amino-1,2,5-oxadiazol-3-yl)-1H-1,2,3-triazole-4-carbonyl)hydrazino)methyl)benzoic acid NC=1C(=NON1)N1N=NC(=C1)C(=O)NNCC=1C=C(C(=O)O)C=CC1